C1(=CC=CC=C1)C1=C(C=NS1)B1OC(C(O1)(C)C)(C)C 5-phenyl-4-(4,4,5,5-tetramethyl-1,3,2-dioxaborolan-2-yl)isothiazole